methyl 3-(3-phenylpropyl)cyclopentane-1-carboxylate C1(=CC=CC=C1)CCCC1CC(CC1)C(=O)OC